F[Sb-](F)(F)(F)(F)F.C1(=CC=CC=C1)[I+]C1=CC=CC=C1 Diphenyliodonium hexafluoro-antimonat